9-(5'-(2,6-dimethylpyridin-4-yl)-2'-(4,6-diphenyl-1,3,5-triazin-2-yl)-[1,1'-biphenyl]-4-yl)-3,6-dimethyl-9H-carbazole CC1=NC(=CC(=C1)C=1C=CC(=C(C1)C1=CC=C(C=C1)N1C2=CC=C(C=C2C=2C=C(C=CC12)C)C)C1=NC(=NC(=N1)C1=CC=CC=C1)C1=CC=CC=C1)C